2-(2-(cyclopropanesulfonamido)thiazol-4-yl)-N-(4-(6-hydroxypyrazin-2-yl)phenyl)-2-methylpropanamide C1(CC1)S(=O)(=O)NC=1SC=C(N1)C(C(=O)NC1=CC=C(C=C1)C1=NC(=CN=C1)O)(C)C